NCCCCCCCCCC1=CC2=C(N(C(N2C)=O)C2C(NC(CC2)=O)=O)C=C1 3-[5-(9-Aminononyl)-3-methyl-2-oxo-1,3-benzodiazol-1-yl]piperidine-2,6-dione